C(C)(C)(C)OC(=O)N([C@H](C(=O)O)CC)C (2S)-2-[tert-butoxycarbonyl-(methyl)amino]butanoic acid